3-tetrahydropyran-4-yloxypropan-1-ol O1CCC(CC1)OCCCO